C(C=C)C(C(=O)OCC)C(=O)OCC Diethyl allylmalonate